FC=1C=C(C=CC1F)[C@H]1[C@@H](C1)NC=1C2=C(N=C(N1)C1=C(C=CC=C1)OC)SC(=C2)C N-((1R,2S)-2-(3,4-difluorophenyl)cyclopropyl)-2-(2-methoxyphenyl)-6-methylthieno[2,3-d]pyrimidin-4-amine